nitric acid indium [In].[N+](=O)(O)[O-]